2-methylpropan-2-yl 3-aminobenzoate NC=1C=C(C(=O)OC(C)(C)C)C=CC1